C(C)(C)(C)OC(=O)N1[C@H]2CN(C[C@@H]1CC2)C2=NC(=NC1=C(C(=C(C=C21)F)Br)F)F (1R,5S)-3-(7-bromo-2,6,8-trifluoroquinazolin-4-yl)-3,8-diazabicyclo[3.2.1]octane-8-Carboxylic acid tert-butyl ester